N[C@H](C(=O)O)CCCOC[C@H]1CNCC1 (S)-2-amino-5-(((R)-pyrrolidin-3-yl)methoxy)pentanoic acid